4,6-bis(biphenyl-4-yl)-2-(4-chloro-phenyl)-benzoxazole C1(=CC=C(C=C1)C1=CC(=CC2=C1N=C(O2)C2=CC=C(C=C2)Cl)C2=CC=C(C=C2)C2=CC=CC=C2)C2=CC=CC=C2